3-(3-((4-fluoro-2,2-dioxido-1,3-dihydrobenzo[c]thiophen-5-yl)amino)-1H-pyrazol-5-yl)cyclopentyl propylcarbamate C(CC)NC(OC1CC(CC1)C1=CC(=NN1)NC1=C(C2=C(CS(C2)(=O)=O)C=C1)F)=O